N1=NC=NC2=C1C=CC=C2 1,2,4-benzotriazin